2-carboxy-5-(formyl)furan 5-pentylphenyl-acetate C(CCCC)C=1C=CC=C(C1)CC(=O)O.C(=O)(O)C=1OC(=CC1)C=O